1-{4-[1-methyl-4-(trifluoromethyl)imidazol-2-yl]phenyl}methylamine CN1C(=NC(=C1)C(F)(F)F)C1=CC=C(C=C1)CN